(7S)-N-(7',8'-dihydro-6'H-spiro[oxetan-3,5'-quinolin]-8'-yl)-4-(5-(5-fluoro-2-methoxypyridin-4-yl)-1H-pyrazole-3-carbonyl)-4-azaspiro[2.5]octane-7-carboxamide N1=CC=CC=2C3(CCC(C12)NC(=O)[C@H]1CCN(C2(CC2)C1)C(=O)C1=NNC(=C1)C1=CC(=NC=C1F)OC)COC3